1-(2-(benzyloxy)benzyl)-5-methyl-4-(4,4,5,5-tetramethyl-1,3,2-dioxaborolan-2-yl)-1H-pyrazole C(C1=CC=CC=C1)OC1=C(CN2N=CC(=C2C)B2OC(C(O2)(C)C)(C)C)C=CC=C1